CC1C(CCCC1)C1=C(C(=CC(=C1)C)C)O 2-methylcyclohexyl-4,6-dimethylphenol